C(C)(C)(C)OC(=O)N1N=CC=2N=C(N=CC21)Cl 5-chloropyrazolo[4,3-d]Pyrimidine-1-carboxylic acid tert-butyl ester